C(C1=CC=CC=C1)C(C(=O)C1=CC(=CC(=C1)OC)OC)(CC)N(C)C 2-benzyl-1-(3,5-dimethoxyphenyl)-2-(dimethylamino)butan-1-one